COC(C1=C(N=CC=C1)CN1C(OC(=C1)C1=CC=CC=C1)=O)=O ((2-oxo-5-phenyloxazol-3(2H)-yl)methyl)nicotinic acid methyl ester